C(CCCCCC)(=O)OOC(C)(C)C1=CC=CC=C1 cumyl peroxyn-heptanoate